3-hydroxy-5-(2,4,6-trimethylphenyl)-2-propionyloxy-cyclohex-2-en-1-one OC1=C(C(CC(C1)C1=C(C=C(C=C1C)C)C)=O)OC(CC)=O